(S)-2-amino-N-(5-((R)-1-(5,5-difluoro-2-oxotetrahydropyrimidin-1(2H)-yl)-2-((S)-3-methylmorpholino)ethyl)thiazol-2-yl)-2-((1r,4S)-4-methylcyclohexyl)acetamide N[C@H](C(=O)NC=1SC(=CN1)[C@@H](CN1[C@H](COCC1)C)N1C(NCC(C1)(F)F)=O)C1CCC(CC1)C